(S)- and (R)-2-((4-cyanophenEthyl)amino)-2-(2-fluorophenyl)-N-(5-(1-methyl-1H-pyrazol-4-yl)pyridin-2-yl)acetamide C(#N)C1=CC=C(CCN[C@H](C(=O)NC2=NC=C(C=C2)C=2C=NN(C2)C)C2=C(C=CC=C2)F)C=C1 |r|